COC(C(CCCCCCCCCCCCCCCCCCCC)O)=O α-hydroxybehenic acid methyl ester